(5-(tert-butoxycarbonyl)-2-((2-((tert-butyldimethylsilyl)oxy)ethyl)(methyl)carbamoyl)-5,6,7,8-tetrahydro-4H-pyrazolo[1,5-a][1,4]diazepin-3-yl)boronic acid C(C)(C)(C)OC(=O)N1CC=2N(CCC1)N=C(C2B(O)O)C(N(C)CCO[Si](C)(C)C(C)(C)C)=O